5-(2-(2-(2-isopropylphenyl)pyrrolidin-1-yl)-7-azaspiro[3.5]nonan-7-yl)pyridinecarboxamide C(C)(C)C1=C(C=CC=C1)C1N(CCC1)C1CC2(C1)CCN(CC2)C=2C=CC(=NC2)C(=O)N